C(#C)[C@H]1CN(CCO1)C(=O)[O-] (2S)-2-Ethynylmorpholine-4-carboxylate